4-((2-((tert-butoxycarbonyl)amino)ethyl)sulfonyl)-3-fluoro-2-methylbenzoic acid C(C)(C)(C)OC(=O)NCCS(=O)(=O)C1=C(C(=C(C(=O)O)C=C1)C)F